C(C)(C)(C)OC(=O)N[C@H](C(=O)OC[C@]1(O[C@H]([C@@H]2OC(O[C@@H]21)(C)C)N2C(NC(C=C2)=O)=O)F)C(C)C [(3aS,4S,6R,6aR)-6-(2,4-dioxopyrimidin-1-yl)-4-fluoro-2,2-dimethyl-6,6a-dihydro-3aH-furo[3,4-d][1,3]dioxol-4-yl]methyl (2S)-2-(tert-butoxycarbonylamino)-3-methyl-butanoate